C(CCCCCCCCC)OCOCC\C=C/CC[Mg]Cl (3Z)-6-(decyloxymethoxy)-3-hexenylmagnesium chloride